bis(2-hydroxypropyl)-2-methylpiperazine OC(CN1CC(N(CC1)CC(C)O)C)C